tert-butyl 2-(benzylthio)-7-(3-propyl)-7,8-dihydro-1,6-naphthyridine-6(5H)-carboxylate C(C1=CC=CC=C1)SC1=NC=2CC(N(CC2C=C1)C(=O)OC(C)(C)C)CCC